[Si](C)(C)(C(C)(C)C)OC1CN(CCC1N)C1=NC=C(C=N1)C(F)(F)F syn-3-((tert-butyldimethylsilyl)oxy)-1-(5-(trifluoromethyl)pyrimidin-2-yl)piperidin-4-amine